tert-butyl (R)-(1-(5-(2-(2,6-dimethylpyridin-4-yl)-3-methyl-1H-indol-6-yl)pyridin-2-yl)pyrrolidin-3-yl)carbamate CC1=NC(=CC(=C1)C=1NC2=CC(=CC=C2C1C)C=1C=CC(=NC1)N1C[C@@H](CC1)NC(OC(C)(C)C)=O)C